2-(Phenethylamino)pyrimidine-5-carbohydrazide C(CC1=CC=CC=C1)NC1=NC=C(C=N1)C(=O)NN